C(C1=CC=CC=C1)OC=1C(=NC(=CC1F)C)C(=O)O (benzyloxy)-4-fluoro-6-methylpyridinecarboxylic acid